(7R,14R)-1-(difluoromethoxy)-11-(7-hydroxy-7-methyl-6,7-dihydro-5H-cyclopenta[b]pyridin-3-yl)-6-methyl-6,7-dihydro-7,14-methanobenzo[f]benzo[4,5]imidazo[1,2-a][1,4]diazocin-5(14H)-one FC(OC1=CC=CC=2C(N([C@H]3C=4N([C@@H](C21)C3)C3=C(N4)C=CC(=C3)C=3C=C4C(=NC3)C(CC4)(C)O)C)=O)F